3-((6-(3,3-difluoro-3-(2-hydroxyethoxy)prop-1-yn-1-yl)pyridin-3-yl)oxy)cyclobutan-1-ol FC(C#CC1=CC=C(C=N1)OC1CC(C1)O)(OCCO)F